cerium cyanate [O-]C#N.[Ce+3].[O-]C#N.[O-]C#N